2-(3-Acetylphenylimino)-4-(4-bromophenyl)thiazole C(C)(=O)C=1C=C(C=CC1)N=C1SC=C(N1)C1=CC=C(C=C1)Br